C1(CCCC1)OC1=NC(=CC(=N1)C=1N=NN(C1)C1=C(C=C(C=C1)NS(=O)(=O)CCO)N1CCC2(CC2)CC1)C N-(4-(4-(2-(cyclopentyloxy)-6-methylpyrimidin-4-yl)-1H-1,2,3-triazol-1-yl)-3-(6-azaspiro[2.5]octan-6-yl)phenyl)-2-hydroxyethane-1-sulfonamide